4-methylsulfonyl-N-prop-2-ynyl-2-hydroxyaniline CS(=O)(=O)C1=CC(=C(NCC#C)C=C1)O